methyl 5-[1-[(1S)-3-[tert-butyl (dimethyl) silyl] oxy-1-methyl-propyl]-6-chloro-pyrazolo[4,3-c]pyridin-3-yl]-1-methyl-pyrrole-2-carboxylate [Si](C)(C)(C(C)(C)C)OCC[C@H](C)N1N=C(C=2C=NC(=CC21)Cl)C2=CC=C(N2C)C(=O)OC